NC=1C2=C(N=C(N1)C)C=CC(=N2)C=2C=C(C=CC2)C#CC2(C(N(CC2C)C)=O)O 3-((3-(4-amino-2-methylpyrido[3,2-d]pyrimidin-6-yl)phenyl)ethynyl)-3-hydroxy-1,4-dimethylpyrrolidin-2-one